C(C1=C(C(=CC(=C1)CCCCCCCCC)C(C1=CC=CC=C1)C)O)C1=C(C(=CC(=C1)CCCCCCCCC)C(C1=CC=CC=C1)C)O methylenebis(6-(α-methylbenzyl)-4-nonylphenol)